CC1N(CCC1)COC Methylmethoxymethyl-pyrrolidine